FC(C(=O)O)(F)F.FC=1C(=CC=C2C(=NNC12)\C=C\C1=CC=C(C=C1)CN1CCCCC1)\C=C/1\C(NCC1C1=CC=CC=C1)=O (E)-3-((7-fluoro-3-((E)-4-(piperidin-1-ylmethyl)styryl)-1H-indazol-6-yl)methylene)-4-phenylpyrrolidin-2-one trifluoroacetate